4-((2-methoxyphenylethyl)amino)-2-((1-methyl-1H-pyrazol-4-yl)amino)pyrimidin-5-carboxamide COC1=C(C=CC=C1)CCNC1=NC(=NC=C1C(=O)N)NC=1C=NN(C1)C